C1(CC1)C(CN(S(=O)(=O)C1=CC=C(C=C1)C)CC(=O)C=1C=NN(C1)C1CC1)O N-(2-cyclopropyl-2-hydroxy-ethyl)-N-[2-(1-cyclopropylpyrazol-4-yl)-2-oxo-ethyl]4-methyl-benzenesulfonamide